[N+](=O)([O-])C=1C=NC=NC1 5-nitropyrimidin